6-bromo-N-(3-fluoro-1-methyl-4-piperidyl)-1-(2,2,2-trifluoroethyl)indol-4-amine BrC=1C=C(C=2C=CN(C2C1)CC(F)(F)F)NC1C(CN(CC1)C)F